N-[3-(6-methyl-7-oxo-1H-pyrrolo[2,3-c]pyridin-4-yl)-4-[3-[6-(4-piperidylmethyl)-2,6-diazaspiro[3.3]heptan-2-yl]phenoxy]phenyl]ethane-sulfonamide CN1C(C2=C(C(=C1)C=1C=C(C=CC1OC1=CC(=CC=C1)N1CC3(C1)CN(C3)CC3CCNCC3)NS(=O)(=O)CC)C=CN2)=O